4-[8-(3,3-difluorocyclobutyl)-3,8-diazabicyclo[3.2.1]octan-3-yl]-6-(1-methylpyrazol-4-yl)pyrrolo[1,2-b]pyridazine FC1(CC(C1)N1C2CN(CC1CC2)C=2C=1N(N=CC2)C=C(C1)C=1C=NN(C1)C)F